N-((1S)-1-(1-(5-((benzyl(methyl)(oxo)-λ6-sulfaneylidene)amino)pyridin-2-yl)-1H-1,2,4-triazol-5-yl)ethyl)-3-chloro-5-(trifluoromethyl)benzamide C(C1=CC=CC=C1)S(=O)(C)=NC=1C=CC(=NC1)N1N=CN=C1[C@H](C)NC(C1=CC(=CC(=C1)C(F)(F)F)Cl)=O